Cl.CN1[C@H]2[C@@H]3CCCC[C@@]3(C=3C=CC(=CC3C2)NC(=O)[C@@H]2CC2C2=CC=C(C=C2)O)CC1 (1R,2R)-N-methyl-2-(3-(4-hydroxylphenyl)-cyclopropanecarboxamido)morphinan hydrochloride